[6-[(3-chloro-5-fluoro-2-pyridinyl)methyl]-2-azaspiro[3.3]heptan-2-yl]-[3-(1H-1,2,4-triazol-5-yl)azetidin-1-yl]methanone ClC=1C(=NC=C(C1)F)CC1CC2(CN(C2)C(=O)N2CC(C2)C2=NC=NN2)C1